C(C1=CC=CC=C1)OC1CC(C1)NC(OCC(Cl)(Cl)Cl)=O 2,2,2-trichloroethyl (3-(benzyloxy)cyclobutyl)carbamate